O=C([C]NCC(=O)NC1=C(C(=O)OC)C=CC=C1C(=O)OC)C1=CC=CC=C1 dimethyl (2-((2-oxo-2-phenyl-1λ2-ethyl) amino) acetamido)-isophthalate